FC(C(=O)O)(F)F.C(C)N1C=NC(=C1CSC=1NC(C2=C(N1)CCC2)=O)C(F)(F)F 2-({[3-Ethyl-5-(trifluoromethyl)imidazole-4-yl]methyl}sulfanyl)-3H,5H,6H,7H-cyclopenta[d]pyrimidin-4-one trifluoroacetate salt